C(C)(C)(C)OC(=O)N(C)CC1=C(C=CC=C1)CC(=O)O 2-[2-[[tert-butoxycarbonyl(methyl)amino]methyl]phenyl]acetic acid